BrCC1=C(C=CC=C1)CBr di(bromomethyl)benzene